(4-(((1R)-1-(3-((2S)-2-cyclobutyl-1,1-difluoro-2-hydroxypropyl)-2-fluorophenyl)ethyl)amino)-2-methylpyrido[3,4-d]pyrimidin-6-yl)dimethylphosphine oxide C1(CCC1)[C@](C(F)(F)C=1C(=C(C=CC1)[C@@H](C)NC=1C2=C(N=C(N1)C)C=NC(=C2)P(C)(C)=O)F)(C)O